N-phenyl-N'-(3-methacryloyloxy-2-hydroxypropyl)p-phenylenediamine C1(=CC=CC=C1)NC1=CC=C(C=C1)NCC(COC(C(=C)C)=O)O